C(C1=CC=CC=C1)SC1=NN(N=C1)CC 4-(benzylthio)-2-ethyl-2H-1,2,3-triazole